1,8-dihydroxy-3-methylanthraquinone OC1=CC(=CC=2C(C3=CC=CC(=C3C(C12)=O)O)=O)C